(S)-6-((tert-Butyldiphenylsilyl)oxy)-4-methylhexan-1-ol [Si](C1=CC=CC=C1)(C1=CC=CC=C1)(C(C)(C)C)OCC[C@H](CCCO)C